(S)-N-(7-chloro-6-(4-((3S,4S)-4-hydroxy-3-methyltetrahydrofuran-3-yl)piperazin-1-yl)isoquinolin-3-yl)tetrahydrofuran-2-carboxamide ClC1=C(C=C2C=C(N=CC2=C1)NC(=O)[C@H]1OCCC1)N1CCN(CC1)[C@]1(COC[C@H]1O)C